CC(C(=O)O)C(CC=CCC)C 2,3-dimethyl-5-octenoic acid